N,N,N',N'-tetramethyl-O-(benzo-triazol-1-yl)uronium C[N+](=C(ON1N=NC2=C1C=CC=C2)N(C)C)C